2-(2-(2-methoxyethoxy)ethoxy)ethyl 8,8-dimethyl-4-oxo-4,7,8,10-tetrahydro-3H-pyrano[3'',4'':5',6']pyrido[3',2':4,5]thieno[3,2-d]pyrimidine-11-carboxylate CC1(CC=2C(=C(C3=C(SC4=C3N=CNC4=O)N2)C(=O)OCCOCCOCCOC)CO1)C